7-((5-(methoxycarbonyl)pyridin-3-yl)methyl)-3,4-dihydroisoquinoline-2(1H)-carboxylic acid tert-butyl ester C(C)(C)(C)OC(=O)N1CC2=CC(=CC=C2CC1)CC=1C=NC=C(C1)C(=O)OC